C[Si](CCOCN1C(C=NC=C1)=O)(C)C 1-[[2-(trimethylsilyl)ethoxy]methyl]-pyrazin-2(1H)-one